((2-(((S)-5-(dimethylamino)-1-oxo-1-((S)-2-((R)-2-phenylmorpholine-4-carbonyl)pyrrolidin-1-yl)pentan-2-yl)carbamoyl)benzo[b]thiophen-5-yl)difluoromethyl)phosphonic acid CN(CCC[C@@H](C(N1[C@@H](CCC1)C(=O)N1C[C@H](OCC1)C1=CC=CC=C1)=O)NC(=O)C1=CC2=C(S1)C=CC(=C2)C(F)(F)P(O)(O)=O)C